N4-((3R)-2-amino-1-fluoroheptan-3-yl)-N2-(2,4-dimethoxybenzyl)pyrido[3,2-d]pyrimidine-2,4-diamine NC(CF)[C@@H](CCCC)NC=1C2=C(N=C(N1)NCC1=C(C=C(C=C1)OC)OC)C=CC=N2